C(C)(C)(C)[Si](OC[C@]1(O[C@H]([C@H]2[C@@H]1OC(O2)(C)C)C2=CC=C1C(=NC=NN12)NC(OC(C)(C)C)=O)CCl)(C)C tert-butyl (7-((3aS,4S,6R,6aS)-6-(((tertbutyldimethylsilyl)oxy)methyl)-6-(chloromethyl)-2,2-dimethyltetrahydrofuro[3,4-d][1,3]dioxol-4-yl)pyrrolo[2,1-f][1,2,4]triazin-4-yl)carbamate